2-imino-3-(2-(1-methoxyethyl)-4-methylphenyl)thiazolidin-4-one N=C1SCC(N1C1=C(C=C(C=C1)C)C(C)OC)=O